methyl 2-iodoacetate ICC(=O)OC